COC=1C(=CC=C2C=C(C=NC12)CN1CCCCC1)[N+](=O)[O-] 8-methoxy-7-nitro-3-(piperidin-1-ylmethyl)quinoline